BrC=1C=CC=C2C(C(=CN(C12)C)C=O)=O 8-bromo-1-methyl-4-oxo-1,4-dihydroquinoline-3-carbaldehyde